C1(CC1)S(=O)(=O)NC=1SC=C(N1)C(C(=O)NC1=C(C=C(C=C1)C=1C=NC=C(C1)OCC)F)CC 2-(2-(cyclopropanesulfonylamino)thiazol-4-yl)-N-(4-(5-ethoxypyridin-3-yl)-2-fluorophenyl)butanamide